CC1=NC2=C(N1)C=CC=C2 2-methyl-1H-benzoimidazol